4,7-bis(carboxymethyl)-1,4,7-triazonan C(=O)(O)CN1CCNCCN(CC1)CC(=O)O